(3S)-3-((E)-1-hydroxy-3-(4-(trifluoromethyl)phenyl)allyl)pyrrolidine-1-carboxylic acid tert-butyl ester C(C)(C)(C)OC(=O)N1C[C@H](CC1)C(\C=C\C1=CC=C(C=C1)C(F)(F)F)O